ClC1=NC=2CCC(CC2C=C1OCCCOC)C(C)C 2-chloro-6-isopropyl-3-(3-methoxypropoxy)-5,6,7,8-tetrahydroquinoline